C(C)(CC)P(OCC)=O ethyl sec-butyl-phosphinate